BrCC=1C=C2C=CC(OC2=CC1)=O 6-(bromomethyl)-2H-chromen-2-one